4-[(1S)-1-[[8,8-Dimethyl-7-(2-phenoxyethylamino)-2-oxabicyclo[4.2.0]octane-7-carbonyl]amino]ethyl]benzoic acid CC1(C(C2CCCOC12)(C(=O)N[C@@H](C)C1=CC=C(C(=O)O)C=C1)NCCOC1=CC=CC=C1)C